(3S,4S)-4-{[1-(2,4-difluoro-phenyl)-1H-[1,2,3]triazole-4-carbonyl]-amino}-piperidine-3-carboxylic acid (1-pyridin-2-yl-cyclopropyl)-amide hydrochloride Cl.N1=C(C=CC=C1)C1(CC1)NC(=O)[C@H]1CNCC[C@@H]1NC(=O)C=1N=NN(C1)C1=C(C=C(C=C1)F)F